CN(C(C1=CC(=CC=C1)OC1=CC(=CC=C1)C(C)(C)NC(=O)NC1(CN2CCC1CC2)C)=O)C N,N-dimethyl-3-(3-(2-(3-(3-methyl-quinuclidin-3-yl)ureido)propan-2-yl)phenoxy)benzamide